OCC=CCC(=O)[O-] 5-hydroxypentan-3-enoate